ClC1=C(C=CC=C1)N1N=CC2=C1COC[C@@H]2NC(=O)C=2N=CN1C2CCCC1 (R)-N-(1-(2-chlorophenyl)-1,4,5,7-tetrahydropyrano[3,4-c]pyrazol-4-yl)-5,6,7,8-tetrahydroimidazo[1,5-a]pyridine-1-carboxamide